BrC1=CC=C(C=2OC3(CCC3)OC21)F 4-bromo-7-fluorospiro[benzo[d][1,3]dioxole-2,1'-cyclobutane]